OC[C@H](C#CC1=CC=C(C=C1)C1=CC=C(C=C1)OCC(CO)(O)C)N1C(=NC=C1)[C@H](C)O 3-((4'-((S)-4-hydroxy-3-(2-((S)-1-hydroxyethyl)-1H-imidazol-1-yl)but-1-yn-1-yl)-[1,1'-biphenyl]-4-yl)oxy)-2-methylpropan-1,2-diol